3,5-diamino-4-chlorobenzoic acid isobutyl ester C(C(C)C)OC(C1=CC(=C(C(=C1)N)Cl)N)=O